Cl.FC1=C(C=CC(=C1)F)N1C(C2=CC=CC=C2C(=N1)C=1CCNCC1)=O 2-(2,4-Difluorophenyl)-4-(1,2,3,6-tetrahydropyridin-4-yl)phthalazin-1(2H)-one-hydrochloride